2-methyl-4-(1-phenyl-1H-1,2,4-triazol-3-yl)aniline CC1=C(N)C=CC(=C1)C1=NN(C=N1)C1=CC=CC=C1